C(#N)C=1C(=C(C=CC1)C(C)NC1=NC(=NC2=CC(=CC=C12)OC)C)C 4-((1-(3-cyano-2-methylphenyl)ethyl)amino)-7-methoxy-2-methylquinazoline